(1R,19S,21R)-14-bromo-7-methylidene-9-oxa-3,4,15,17,20-pentaazapentacyclo[17.3.1.13,6.01,21.011,16]tetracosa-4,6(24),11,13,15-pentaen-18-one TFA salt OC(=O)C(F)(F)F.BrC1=CC=C2COCC(C=3C=NN(C[C@@]45[C@H](N[C@H](C(NC2=N1)=O)C5)C4)C3)=C